(2S,2'S)-3,3'-((((2-(3-((S)-2-carboxy-2-((R)-pyrrolidin-3-yl)ethyl)phenoxy)ethyl)azanediyl)bis(ethane-2,1-diyl))bis(3,1-phenylene))bis(2-((R)-pyrrolidin-3-yl)propanoic acid) C(=O)(O)[C@@H](CC=1C=C(OCCN(CCC=2C=C(C=CC2)C[C@H](C(=O)O)[C@@H]2CNCC2)CCC=2C=C(C=CC2)C[C@H](C(=O)O)[C@@H]2CNCC2)C=CC1)[C@@H]1CNCC1